diallyldimethylammonium chloride salt [Cl-].C(C=C)[N+](C)(C)CC=C